(3R)-3-methoxypiperidine CO[C@H]1CNCCC1